6-(5-((Z)-((1R,4R,5R)-7,7-difluoro-4-methoxy-1-methyl-8-azabicyclo[3.2.1]octan-3-ylidene)methyl)pyrazin-2-yl)isoquinolin-7-ol FC1(C[C@@H]2[C@@H](\C(\C[C@]1(N2)C)=C/C=2N=CC(=NC2)C=2C=C1C=CN=CC1=CC2O)OC)F